bis(4-(4-cyanatophenoxy)phenyl)sulfone O(C#N)C1=CC=C(OC2=CC=C(C=C2)S(=O)(=O)C2=CC=C(C=C2)OC2=CC=C(C=C2)OC#N)C=C1